methyl-2-amino-5-(4-((1s,5r)-3-isopropyl-3-azabicyclo[3.1.0]hex-1-yl)phenyl)nicotinic acid CC1=NC(=C(C(=O)O)C=C1C1=CC=C(C=C1)[C@]12CN(C[C@@H]2C1)C(C)C)N